methylpropan-1,3-diol bromide [Br-].CC(CCO)O